C1(CC1)C1=CN=C2N1N=C(C=C2N(CC(=O)O)CC2=CC=C(C=C2)OC)N2CCOCC2 N-(3-cyclopropyl-6-morpholinoimidazo[1,2-b]pyridazin-8-yl)-N-(4-methoxybenzyl)glycine